N-(4-(4-amino-5-(4-(pyrimidin-2-yloxy)phenyl)pyrazolo[5,1-f][1,2,4]triazin-6-yl)phenyl)acrylamide tricyclo[5.2.1.0(2,6)]decan-8-yl-methacrylate Lithium hexafluoroarsenate F[As-](F)(F)(F)(F)F.[Li+].C12C3CCCC3C(C(C1)OC(C(=C)C)=O)C2.NC2=NC=NN1C2=C(C(=N1)C1=CC=C(C=C1)NC(C=C)=O)C1=CC=C(C=C1)OC1=NC=CC=N1